C(C1=CC=C(C=C1)C(C(C)(C)O)=O)C1=CC=C(C=C1)C(C(C)(O)C)=O (methylenebis-4,1-phenylene)bis[2-hydroxy-2-methyl-1-propanone]